NC1=C(C(=CC(=N1)C1=CC(=C(C=C1)C1=CN(C(O1)=O)C1(C(NC(C(C1([2H])[2H])([2H])[2H])=O)=O)[2H])F)C)C 3-(5-(4-(6-amino-4,5-dimethylpyridin-2-yl)-2-fluorophenyl)-2-oxooxazol-3(2H)-yl)piperidine-2,6-dione-3,4,4,5,5-d5